(5-(2-Aminopyridin-4-yl)-7-bromo-1H-indazol-3-yl)(tert-butoxycarbonyl)carbamic acid tert-butyl ester C(C)(C)(C)OC(N(C(=O)OC(C)(C)C)C1=NNC2=C(C=C(C=C12)C1=CC(=NC=C1)N)Br)=O